tert-butyl benzyl(2-chloro-7-(tetrahydro-2H-pyran-4-yl)pyrrolo[2,1-f][1,2,4]triazin-4-yl)carbamate C(C1=CC=CC=C1)N(C(OC(C)(C)C)=O)C1=NC(=NN2C1=CC=C2C2CCOCC2)Cl